C(C1=CC=CC=C1)N1N=C(N=C1)C(=O)NC1=C(C(=CC(=C1)C#N)Cl)F 1-benzyl-N-(3-chloro-5-cyano-2-fluorophenyl)-1H-1,2,4-triazole-3-carboxamide